FC(S(=O)(=O)OCC1(O[C@H]([C@H]([C@@H]1O[Si](C)(C)C(C)(C)C)C)N1C(NC(C=C1)=O)=O)COS(=O)(=O)C(F)(F)F)(F)F [(3S,4S,5R)-3-[(tert-butyldimethylsilyl) oxy]-5-(2,4-dioxo-3H-pyrimidin-1-yl)-4-methyl-2-[(trifluoromethanesulfonyloxy)methyl]oxolan-2-yl]methyl trifluoromethanesulfonate